ClC=1C(=NC=C(C1)C(F)(F)F)O[C@@H]1C[C@@H]2CN([C@H]1CC2)C(=O)C2=C(C(=CC=C2)F)C2=NC=CC=N2 ((1S,4R,6R)-6-((3-chloro-5-(trifluoromethyl)pyridin-2-yl)oxy)-2-azabicyclo[2.2.2]octan-2-yl)(3-fluoro-2-(pyrimidin-2-yl)phenyl)methanone